NC=1C(=NON1)C1=NC2=C(N1CC1=NC(=NC(=N1)N(C)C)N)C=CC=C2 6-[[2-(4-amino-1,2,5-oxadiazol-3-yl)benzimidazol-1-yl]methyl]-N2,N2-dimethyl-1,3,5-triazine-2,4-diamine